5-((Boc)amino)-2-cyclopropyl-6-methylpyrazolo[1,5-a]pyridine-3-carboxylic acid ethyl ester C(C)OC(=O)C=1C(=NN2C1C=C(C(=C2)C)NC(=O)OC(C)(C)C)C2CC2